C(CCCCCCCC)C=1C(=C(C2=CC=CC=C2C1)S(=O)(=O)[O-])CCCCCCCCC.C(CCCCCCCCCCC)[N+](C)(CCCCCCCCCCCC)CCCCCCCCCCCC tridodecylmethylammonium dinonylnaphthalenesulphonate